2-amino-3,5-dichlorobenzamide NC1=C(C(=O)N)C=C(C=C1Cl)Cl